(E)-(8-{[(acetyloxy)imino][2-(2,2,3,3-tetrafluoropropoxy)phenyl]methyl}-11-(2-ethylhexyl)-11H-benzo[a]carbazole-5-yl)(2,4,6-trimethylphenyl)methanone C(C)(=O)O\N=C(/C=1C=C2C3=CC(=C4C(=C3N(C2=CC1)CC(CCCC)CC)C=CC=C4)C(=O)C4=C(C=C(C=C4C)C)C)\C4=C(C=CC=C4)OCC(C(F)F)(F)F